C12CN(C[C@H](CC1)N2)C(=O)C2=CCC(N2C2=NC(=CC(=C2)C(F)(F)F)C)=O (5S)-5-(3,8-diazabicyclo[3.2.1]octane-3-carbonyl)-1-(6-methyl-4-(trifluoromethyl)pyridin-2-yl)pyrrol-2-one